ClC=1C(=NC(=NC1)N[C@H]1CN(CC1)CC1CNCCC1)C1=CNC2=CC=CC=C12 5-Chloro-4-(1H-indol-3-yl)-N-((3R)-1-(piperidin-3-ylmethyl)pyrrolidin-3-yl)pyrimidine-2-Amine